N-(pyridin-4-ylmethyl)-4-(2-azaspiro[3.3]heptan-2-yl)benzenesulfonamide N1=CC=C(C=C1)CNS(=O)(=O)C1=CC=C(C=C1)N1CC2(C1)CCC2